azanaphtho[2,1,8-cde]azulene-1(2H)-one C1(NC2=C3C4=C(C=CC=C13)C=CC=C4C=C2)=O